C1=CC=CC=2C3=CC=CC=C3C(C12)N([C@](C(=O)O)(CC=C)C)C(=O)OC (2S)-2-(9H-fluoren-9-yl-methoxycarbonylamino)-2-methylpent-4-enoic acid